N-benzyl-2,4-dihydroxy-6-pentyl-benzenesulfonamide C(C1=CC=CC=C1)NS(=O)(=O)C1=C(C=C(C=C1CCCCC)O)O